ClC1=C(C=CC(=C1)N[C@@H]1C(NC(CC1)=O)=O)N1CCC(CC1)(O)CC(=O)N1CCNCC1 4-[2-[1-[2-chloro-4-[[(3S)-2,6-dioxo-3-piperidyl]amino]phenyl]-4-hydroxy-4-piperidyl]acetyl]piperazin